2-azaspiro[3.3]heptan-6-ol hydrogen chloride Cl.C1NCC12CC(C2)O